OC1C[C@@H](N(CC1)C(=O)OC(C)(C)C)C tert-butyl (2S)-4-hydroxy-2-methyl-piperidine-1-carboxylate